CC1=CC=C(N=N1)OC=1C=C(C(=O)O)C=CC1 3-((6-methylpyridazin-3-yl)oxy)benzoic acid